N-[4-amino-1-(2-trimethylsilylethoxymethyl)pyrazolo[4,3-c]pyridin-7-yl]-2-oxo-2-[rac-(2R,5S)-5-methyl-2-(p-tolyl)-1-piperidyl]acetamide NC1=NC=C(C2=C1C=NN2COCC[Si](C)(C)C)NC(C(N2[C@H](CC[C@@H](C2)C)C2=CC=C(C=C2)C)=O)=O |r|